C(O)([O-])=O.[Sn+4].C(O)([O-])=O.C(O)([O-])=O.C(O)([O-])=O Tin Hydrogen Carbonate